1-(Triethoxysilylmethyl)aziridin C(C)O[Si](OCC)(OCC)CN1CC1